ClC=1C(C2=CC=CC=C2C(C1N1CCOCC1)=O)=O 2-chloro-3-morpholino-1,4-naphthoquinone